NC=1C(NC2=C(C(=CN=C2C1C1=C2C=NNC2=C(C=C1)F)C1(CC1)C)C)=O 3-Amino-4-(7-fluoro-1H-indazol-4-yl)-8-methyl-7-(1-methylcyclopropyl)-1H-1,5-naphthyridin-2-one